5-chlorothiophene-2-carboxylic acid-[(S)-2-[2-methyl-3-(2-oxopyrrolidin-1-yl)benzenesulfonylamino]-3-(4-methylpiperazin-1-yl)-3-oxopropyl]Amide L-(+)-tartrate C(=O)(O)[C@H](O)[C@@H](O)C(=O)O.CC1=C(C=CC=C1N1C(CCC1)=O)S(=O)(=O)N[C@@H](CNC(=O)C=1SC(=CC1)Cl)C(=O)N1CCN(CC1)C